(3S)-3-{[2-(3-methoxyphenyl)[1,2,4]triazolo[1,5-c]quinazolin-5-yl]amino}azepin-2-one COC=1C=C(C=CC1)C1=NN2C(=NC=3C=CC=CC3C2=N1)NC=1C(N=CC=CC1)=O